N-(3-(5-amino-6-(2-fluoro-4-((4-(trifluoromethyl)pyridin-2-yl)oxy)phenyl)quinazolin-8-yl)phenyl)acrylamide NC1=C2C=NC=NC2=C(C=C1C1=C(C=C(C=C1)OC1=NC=CC(=C1)C(F)(F)F)F)C=1C=C(C=CC1)NC(C=C)=O